CC1CCN(CC1)C1=CC=C(C=C1)NC=1C=CC2=C(OCC(N2)=O)C1 7-((4-(4-Methylpiperidin-1-yl)phenyl)amino)-2H-benzo[b][1,4]oxazin-3(4H)-one